O=C1NC(CCC1N1C(C2=CC=CC(=C2C1=O)CCCCCCCCCN(C(OC(C)(C)C)=O)C)=O)=O Tert-butyl N-[9-[2-(2,6-dioxo-3-piperidyl)-1,3-dioxo-isoindolin-4-yl]nonyl]-N-methyl-carbamate